ClC=1C=CC(=NC1)C1=NC2=C(N1CCCC)C=CC(=C2)C 2-(5-chloropyridin-2-yl)-1-butyl-5-methyl-1H-benzimidazole